N(C1=CC=CC=C1)C1C(C2=CC=CC=C2CC1=O)=O 2-anilino-1,3-naphthoquinone